4-(bromomethyl)pyridazine hydrobromide Br.BrCC1=CN=NC=C1